NCN1CCC(CC1)C (aminomethyl)-4-methylpiperidin